5-(3-oxo-morpholino)-2-(trifluoromethyl)thiazole-4-carboxylic acid O=C1COCCN1C1=C(N=C(S1)C(F)(F)F)C(=O)O